FC(C1=CC=C(C=C1)NC1=NC=CC(=N1)C1=C(C=CC=C1)/N=N/C1=CC=C(C(=O)O)C=C1)(F)F (E)-4-((2-(2-((4-(trifluoromethyl)phenyl)amino)pyrimidin-4-yl)phenyl)diazenyl)benzoic acid